N[C@H](C(=O)O)CC(=O)O (2S)-2-aminobutanedioic acid